N1C(=NC2=C1C=CC=C2)CCNC2=NC1=CC=CC=C1C(=N2)N2CCN(CC2)CC2CC2 N-(2-(1H-benzo[d]imidazol-2-yl)ethyl)-4-(4-(cyclopropylmethyl)piperazin-1-yl)quinazolin-2-amine